4-(2,2-difluoro-7-((5-methoxy-7-methyl-1H-indol-4-yl)methyl)-7-azaspiro[3.5]nonan-6-yl)-N-phenylbenzamide FC1(CC2(C1)CC(N(CC2)CC2=C1C=CNC1=C(C=C2OC)C)C2=CC=C(C(=O)NC1=CC=CC=C1)C=C2)F